COCCOC1=CC=C2C(=CNC(C2=C1)=O)C1=C(C=CC=C1)C 7-(2-methoxyethoxy)-4-(o-tolyl)isoquinolin-1(2H)-one